COC(C1=CC=C(C=C1)COC1=CC=C(C=C1)C(CBr)=O)=O 4-((4-(2-Bromoacetyl)phenoxy)methyl)benzoic acid methyl ester